FC(C1=NC=C(C=N1)CCC(=O)O)(F)F 3-(2-(trifluoromethyl)pyrimidin-5-yl)propionic acid